3-(tripropoxysilyl)propyl-n-decyldimethyl-ammonium chloride [Cl-].C(CC)O[Si](CCC[N+](C)(C)CCCCCCCCCC)(OCCC)OCCC